BrC1=CC=C2C(=N1)C(=CN2)NC2=NC1=C(N2)C=CC(=C1)OC1=CC=CC=C1 N-(5-bromo-1H-pyrrolo[3,2-b]pyridin-3-yl)-5-phenoxy-1H-benzo[d]imidazol-2-amine